ClC=1C(=NC=CC1)C(=O)N1CC(CC1)C1=C(C=C(C=C1)OC1=C(C=CC=C1)C)CO (3-chloropyridin-2-yl)(3-(2-(hydroxymethyl)-4-(o-tolyloxy)phenyl)pyrrolidin-1-yl)methanone